ClC1=C(OC2=CC=NC=C2)C=C(C=C1)Cl 4-(2,5-dichlorophenoxy)pyridine